tert-butyl 2-amino-7-chloro-6-((3-methoxy-3-oxopropyl) thio)-1H-benzo[d]imidazole-1-carboxylate NC1=NC2=C(N1C(=O)OC(C)(C)C)C(=C(C=C2)SCCC(=O)OC)Cl